(R)-1-cyclopropyl-4-((6-(2-hydroxy-6-methyl-4-(trifluoromethyl)phenyl)-3-((1S)-1-hydroxyethyl)-2H-pyrazolo[3,4-b]pyridin-2-yl)methyl)pyrrolidin-2-one C1(CC1)N1C(C[C@H](C1)CN1N=C2N=C(C=CC2=C1[C@H](C)O)C1=C(C=C(C=C1C)C(F)(F)F)O)=O